pyrrolo[3,4-c]pyrazole N1=NC=C2C1=CN=C2